NC=1C=C2C(=C(C=CC2=CC1)N=NC1=CC=C(C=C1)[N+](=O)[O-])O 6-amino-4-hydroxy-3-((4-nitrophenyl)diazenyl)naphthalene